CC1=NC(=CC=C1C1=C(C=C(C=C1)C)O)C 2-(2,6-dimethylpyridin-3-yl)-5-methylphenol